(E)-2-(3-(3,5-difluoro-4-phenoxyphenyl)-2-methylallyl)isoindoline-1,3-dione FC=1C=C(C=C(C1OC1=CC=CC=C1)F)/C=C(/CN1C(C2=CC=CC=C2C1=O)=O)\C